N1(C=NC=C1)C=1C=C(C2=C(N=C(N=C2)NC2=CC=C(C=C2)N2CCN(CC2)C)N1)C#C[Si](C(C)C)(C(C)C)C(C)C 7-(imidazol-1-yl)-N-[4-(4-methylpiperazin-1-yl)phenyl]-5-[2-(triisopropylsilyl)ethynyl]pyrido[2,3-d]pyrimidin-2-amine